C(CCC)C=1OC2=C(N1)C=CC(=C2)NC/C(/CNC(OC(C)(C)C)=O)=C\F tert-butyl (E)-(2-(((2-butylbenzo[d]oxazol-6-yl)amino)methyl)-3-fluoroallyl)carbamate